(diphenyltriazinyl)(dibenzoselenophenyl)(dimethylfluorenyl)benzene C1(=CC=CC=C1)C1=C(C(=NN=N1)C=1C(=C(C=CC1)C1=C(C(=CC=2C3=CC=CC=C3CC12)C)C)C1=CC=CC=2[Se]C3=C(C21)C=CC=C3)C3=CC=CC=C3